[C@@H]1([C@H](O)[C@@H](O)[C@H](O)[C@H](O1)CO)OC1=NN(C(=C1CC1=CC=C(C=C1)SC)C(F)(F)F)C 3-(β-D-glucopyranosyloxy)-1-methyl-4-[(4-methylthiophenyl)methyl]-5-trifluoromethylpyrazole